(S)-7,8-difluoro-6-(5-fluoropyridin-2-yl)-2-(4-((6-oxo-5-(trifluoromethyl)-1,6-dihydropyridazin-4-yl)amino)pentyl)isoquinolin-1(2H)-one FC1=C(C=C2C=CN(C(C2=C1F)=O)CCC[C@H](C)NC=1C=NNC(C1C(F)(F)F)=O)C1=NC=C(C=C1)F